2-((5R)-3-(1,6-dimethyl-1H-pyrazolo[3,4-b]pyridin-4-yl)-5-(trifluoromethyl)-3-azabicyclo[3.1.0]hexan-1-yl)-5-(1-methylpiperidin-4-yl)-1,3,4-oxadiazole CN1N=CC=2C1=NC(=CC2N2CC1(C[C@@]1(C2)C(F)(F)F)C=2OC(=NN2)C2CCN(CC2)C)C